C(C)C1=C(C=CC=C1)C=1C(=C(C=CC1)C1=CC=CC=C1)CC 2-ethylphenyl-(2-ethylbiphenyl)